BrCCCCCCCC(=O)O[C@H]1[C@@H](C1)CCCCC (1R,2R)-2-pentylcyclopropyl 8-bromooctanoate